BrC1=C(C=C(C=C1)O)CN(C(C)C)C(C)C 4-bromo-3-((diisopropylamino)methyl)phenol